C(C1CO1)OCCC[SiH2]OC gamma-(2,3-epoxypropoxy)propyl-methoxysilane